S1C(=NC2=C1C=CC=C2)NC2=C(C=C(N=N2)N(C=2SC(=C(N2)C(=O)O)CCCOC2=C(C=C(C=C2)C#CCN2CCCCC2)F)C)C 2-[[6-(1,3-benzothiazol-2-ylamino)-5-methyl-pyridazin-3-yl]-methyl-amino]-5-[3-[2-fluoro-4-[3-(1-piperidyl)prop-1-ynyl]phenoxy]propyl]thiazole-4-carboxylic acid